[In].[Zr].[La].[Li].FC(C=1C(=C(C=CC1)[C@@H](C)NC1=NC(=NC2=CC(=C(C=C12)OC)C(=O)NCCN(C)C)C)F)F (R)-4-((1-(3-(difluoromethyl)-2-fluorophenyl)ethyl)amino)-N-(2-(dimethylamino)ethyl)-6-methoxy-2-methyl-quinazoline-7-carboxamide lithium lanthanum zirconium indium